NC=1C2=C(N=CN1)N(C=C2)[C@H]2[C@@H]([C@@]([C@H](O2)COC2=CC=C1C=CC(=NC1=C2)N)(O)C(F)(F)F)O (2R,3S,4R,5R)-5-(4-amino-7H-pyrrolo[2,3-d]pyrimidin-7-yl)-2-(((2-aminoquinolin-7-yl)oxy)methyl)-3-(trifluoromethyl)tetrahydrofuran-3,4-diol